BrC1=CC=C2C(C(=CN(C2=C1)C(C)C)CN([C@@H]1CN(CCC1)C(=O)OC(C)(C)C)CC1=CC(=NC=C1)C)=O tert-butyl (3S)-3-({[7-bromo 4-oxo-1-(propan-2-yl) 1,4-dihydroquinolin-3-yl]methyl}[(2-methylpyridin-4-yl)methyl]amino)piperidine-1-carboxylate